C1(CC1)CN1C(=CC2=CC=CC(=C12)C1CN(C1)C)C1=NC2=C(N1C)C(=CC(=C2)C(=O)N2[C@@H]1CC[C@H](C2)[C@H]1N)OC (1R,4R,7R)-2-{2-[1-(cyclopropylmethyl)-7-(1-methylazetidin-3-yl)-1H-indol-2-yl]-7-methoxy-1-methyl-1H-1,3-benzodiazole-5-carbonyl}-2-azabicyclo[2.2.1]heptan-7-amine